dithiobis(N-beta-hydroxyethyl-piperazine) OCCN1C(CNCC1)SSC1N(CCNC1)CCO